2,4-dichloro-9,9-diphenyl-9H-fluorene ClC1=CC=2C(C3=CC=CC=C3C2C(=C1)Cl)(C1=CC=CC=C1)C1=CC=CC=C1